C(C1=CC=CC=C1)OC1=C(C=C2C3=C(C=C(C(=C3)C)OC)C3(CCCC3)OC2=C1)C 3-(benzyloxy)-8-methoxy-2,9-dimethylspiro[benzo[c]chromene-6,1'-cyclopentane]